N-[(6-amino-2-pyridyl)sulfonyl]-6-pyrrolidin-1-yl-2-(2,4,6-trimethylphenoxy)pyridine-3-carboxamide NC1=CC=CC(=N1)S(=O)(=O)NC(=O)C=1C(=NC(=CC1)N1CCCC1)OC1=C(C=C(C=C1C)C)C